1-(2-(4-chloro-2-fluorophenyl)-4-(4-fluorophenoxy)butyl)-1H-imidazole ClC1=CC(=C(C=C1)C(CN1C=NC=C1)CCOC1=CC=C(C=C1)F)F